P(OC1=C(C=CC=C1)CC(CC)CC)(OC1=C(C=CC=C1)CC(CC)CC)OC1=C(C=CC=C1)CC(CC)CC tri(2-ethyl-butyl-phenyl) phosphite